N-pentyl-naphthylamine C(CCCC)NC1=CC=CC2=CC=CC=C12